C(#C)C1=CC=C(C=C1)S 4-ethynylbenzenethiol